C(C1=CC=CC=C1)OCC(C)CCC 2-(benzyloxymethyl)pentane